5-(2-bromophenyl)-7-chloroimidazo[1,2-a]quinoxalin-4(5H)-one BrC1=C(C=CC=C1)N1C(C=2N(C3=CC=C(C=C13)Cl)C=CN2)=O